2-methoxy-5-(3a,4,6,6a-tetrahydrofuro[3,4-d]isoxazol-3-yl)nicotinamide COC1=C(C(=O)N)C=C(C=N1)C1=NOC2C1COC2